CN1N(C(=C(C1)C1=CC=C(C=C1)Cl)C)C 1,2,3-trimethyl-4-(p-chlorophenyl)-pyrazoline